Benzyl ((((4aR,10aR)-7-(benzyloxy)-1-propyl-1,2,3,4,4a,5,10,10a-octahydrobenzo[g]quinolin-6-yl)oxy)carbonyl)glycinate C(C1=CC=CC=C1)OC=1C=CC2=C(C[C@H]3CCCN([C@@H]3C2)CCC)C1OC(=O)NCC(=O)OCC1=CC=CC=C1